BrC=1N=CN(C1)C(C)C 4-bromo-1-(propan-2-yl)-1H-imidazole